(S)-3-(6-((2-((3S,4R)-3-fluoro-4-hydroxy-3-methylpiperidin-1-yl)pyrimidin-4-yl)amino)-1-((R)-2-methylazetidin-1-yl)-2,7-naphthyridin-4-yl)butyronitrile F[C@]1(CN(CC[C@H]1O)C1=NC=CC(=N1)NC=1C=C2C(=CN=C(C2=CN1)N1[C@@H](CC1)C)[C@H](CC#N)C)C